S1C(=NC=C1)C(C)O 1-(thiazole-2-yl)ethanol